6-(Difluoromethyl)-3-(6-(8-(methylsulfonyl)-3,8-diazabicyclo[4.2.0]octan-3-yl)pyrimidin-4-yl)imidazo[1,2-b]pyridazine FC(C=1C=CC=2N(N1)C(=CN2)C2=NC=NC(=C2)N2CC1N(CC1CC2)S(=O)(=O)C)F